N-(2,4,6-trifluorophenyl)-4-difluoroMethoxy-3-methoxybenzamide FC1=C(C(=CC(=C1)F)F)NC(C1=CC(=C(C=C1)OC(F)F)OC)=O